BrC1=CC=C2C=CN(C2=C1F)C1=NC(=C(C(=N1)OC)CCC#N)OC 6-bromo-N-[5-(2-cyanoethyl)-4,6-dimethoxy-pyrimidin-2-yl]-7-fluoro-1H-indole